N2-{7-bromo-2-[4-chloro-2-(trifluoromethoxy)phenyl][1,2,4]Triazolo[1,5-c]Quinazolin-5-yl}-N-propyl-D-alaninamide BrC1=CC=CC=2C=3N(C(=NC12)N[C@H](C)C(=O)NCCC)N=C(N3)C3=C(C=C(C=C3)Cl)OC(F)(F)F